N1(CCOCC1)CC1=CC=C(C=C1)C=1C=CC=C(C(=O)N)C1 5-[4-(morpholin-4-ylmethyl)phenyl]benzamide